FC=1C=C2C(=CC(=NC2=CC1)C)CC(CC)=O 1-(6-fluoro-2-methylquinolin-4-yl)butanone